SC1=NNC(=N1)C1(C2=CC(=CC=C2C=2C=CC(C(C12)=O)F)F)C1=CC=CC=C1 9-(3-mercapto-1,2,4-triazolyl)-9-phenyl-2,7-difluorofluorenone